S1C=C(C=C1)C(C(=O)O)CC 3-thienyl-butyric acid